1-chloro-6-hydroxy-3,4-dihydro-2-Naphthalenecarbaldehyde ClC1=C(CCC2=CC(=CC=C12)O)C=O